N3-methyl-N2-(3-(4-methylpyridin-2-yl)-1,2,4-thiadiazol-5-yl)pyridine-2,3-diamine trifluoroacetate FC(C(=O)O)(F)F.CNC=1C(=NC=CC1)NC1=NC(=NS1)C1=NC=CC(=C1)C